ClC=1C=C2C(=CNC2=CC1)NC(N)=O 3-(5-chloro-1H-indol-3-yl)urea